ClC1=CC=C(C=C1)NC1=CC(=NC(=N1)N1CCOCC1)[C@H](C)NC(CC1=NC=C(C=C1)OC)=O (S)-N-(1-(6-((4-chlorophenyl)amino)-2-morpholinopyrimidin-4-yl)ethyl)-2-(5-methoxypyridin-2-yl)acetamide